C(C1=CC=CC=C1)OC1=CC=2CC[C@H]3[C@@H]4C(C([C@@H]([C@@]4(C)CC[C@@H]3C2C=C1)O)O)O (17β)-3-(benzyloxy)-estra-1,3,5(10)-trien-15,16,17-triol